[(1S)-2-[[5-[1-(5,5-difluoro-2-carbonyl-hexahydropyrimidin-1-yl)-2-morpholino-ethyl]thiazol-2-yl]amino]-1-(4-methylcyclohexyl)-2-carbonyl-ethyl]carbamate FC1(CNC(N(C1)C(CN1CCOCC1)C1=CN=C(S1)NC([C@H](C1CCC(CC1)C)NC([O-])=O)=C=O)=C=O)F